(±)-3-(5-methylpyridin-3-yl)-3-{5-[3-(5,6,7,8-tetrahydro-1,8-naphthyridin-2-yl)propyl]-1H-pyrazol-1-yl}propanoic acid CC=1C=C(C=NC1)[C@@H](CC(=O)O)N1N=CC=C1CCCC1=NC=2NCCCC2C=C1 |r|